C(C)OC(=O)C1C(N(CCC1C1CCNCC1)CC1=CC=C(C=C1)OC)C (+/-)-1-[(4-methoxyphenyl)methyl]-2-methyl-4-(piperidin-4-yl)piperidine-3-carboxylic acid ethyl ester